6-hydroxy-4-[3-(methylsulfonyl)benzyl]-5-oxo-4,5-dihydrothieno[3,2-b]pyridine-7-carboxylic acid OC1=C(C2=C(N(C1=O)CC1=CC(=CC=C1)S(=O)(=O)C)C=CS2)C(=O)O